N1=C(C=CC(=C1)C(=O)Cl)C1=NC=C(C=C1)C(=O)Cl 2,2'-bipyridine-5,5'-dicarbonyl dichloride